N-((2,5-dichlorophenyl)(methyl)(oxo)-λ6-sulfaneylidene)-4-(5-(trifluoromethyl)-1,2,4-oxadiazol-3-yl)benzamide ClC1=C(C=C(C=C1)Cl)S(=NC(C1=CC=C(C=C1)C1=NOC(=N1)C(F)(F)F)=O)(=O)C